3-(2-chloro-5-fluoropyrimidin-4-yl)-6-(4-methoxybenzyl)-7,7-dimethyl-6,7-dihydro-5H-pyrrolo[3,4-b]pyridin-5-one ClC1=NC=C(C(=N1)C=1C=C2C(=NC1)C(N(C2=O)CC2=CC=C(C=C2)OC)(C)C)F